1-(10-oxo-10,11-dihydro-5H-dibenzo[b,f]azepine-5-carbonyl)piperazine-2-carboxylic acid O=C1CC2=C(N(C3=C1C=CC=C3)C(=O)N3C(CNCC3)C(=O)O)C=CC=C2